N=1N=CN2C1C=C(C=C2)C#CC2=NC(=NC=C2)C2=NC(=NC=C2)NC2CCC(CC2)O (1s,4s)-4-((4-([1,2,4]Triazolo[4,3-a]pyridin-7-ylethynyl)-[2,4'-bipyrimidin]-2'-yl)amino)cyclohexanol